bis(2-(3,5-dimethyl-morpholino) ethyl) ether CC1COCC(N1CCOCCN1C(COCC1C)C)C